2-(2-cyclopropylphenyl)-9-(4-(1-methyl-4-(trifluoromethyl)-1H-imidazol-2-yl)benzyl)-7,9-dihydro-8H-purin-8-one C1(CC1)C1=C(C=CC=C1)C1=NC=C2NC(N(C2=N1)CC1=CC=C(C=C1)C=1N(C=C(N1)C(F)(F)F)C)=O